zirconium di-butoxide [O-]CCCC.[O-]CCCC.[Zr+2]